3-(3-Benzylphenyl)pyridine-2-carboxylic acid C(C1=CC=CC=C1)C=1C=C(C=CC1)C=1C(=NC=CC1)C(=O)O